FC=1C(=C(C=C(C1)C)O)C=1C=2N(C(=NN1)N[C@H]1COCCC1)C=CC2 3-fluoro-5-methyl-2-(4-{[(3R)-oxacyclohex-3-yl]amino}pyrrolo[1,2-d][1,2,4]triazin-1-yl)phenol